[N-(4-amino-5-benzoyl-thiazol-2-yl)-4-chloro-3-(trifluoromethoxy)anilino]propanamide NC=1N=C(SC1C(C1=CC=CC=C1)=O)N(C1=CC(=C(C=C1)Cl)OC(F)(F)F)C(C(=O)N)C